C1=CC2=C(C=C1O)OC(=O)C=C2C(F)(F)F 4-(trifluoromethyl)umbelliferone